CC=1N=C(SC1S(=O)(=O)N1CCN(CC1)C[C@H](C)NC(=O)C1=CC(=CC=C1)C=1C=NC(=CC1)C)NC(OC)=O methyl N-[4-methyl-5-({4-[(2S)-2-{[3-(6-methylpyridin-3-yl)phenyl]formamido}propyl]piperazin-1-yl}sulfonyl)-1,3-thiazol-2-yl]carbamate